thiazolo[5,4-d]pyrimidin N1=CSC=2N=CN=CC21